CC=1N(C=C[NH+]1)CC methyl-(1-ethyl-1H-imidazolium)